C[C@@H](C(=O)N)CC(=O)N([C@H]1C2=C(CN3N(C1=O)CCC3)C=CC=C2)C2=CC(=NN2C)C(NCC(F)(F)F)=O (R)-2-methyl-N4-(1-methyl-3-((2,2,2-trifluoroethyl)carbamoyl)-1H-pyrazol-5-yl)-N'-((S)-11-oxo-2,3,10,11-tetrahydro-1H,5H-benzo[d]pyrazolo[1,2-a][1,2]diazepin-10-yl)succinamide